1,2,4-triazoleformamide methyl-1H-pyrazolo[3,4-d]pyrimidine-6-carboxylate COC(=O)C1=NC=C2C(=N1)NN=C2.N2N=C(N=C2)C(=O)N